ClC1=NC=NC2=CC(=C(C=C12)OC1CC(C1)NC(OC(C)(C)C)=O)OC tert-butyl (3-((4-chloro-7-methoxyquinazolin-6-yl)oxy)cyclobutyl)carbamate